r-butyl (2R,5'S)-7-bromo-5'-carbamoyl-5-fluoro-3-oxo-3,4-dihydrospiro[benzo[b][1,4]oxazine-2,3'-pyrrolidine]-1'-carboxylate BrC=1C=C(C2=C(O[C@]3(CN([C@@H](C3)C(N)=O)C(=O)OCCCC)C(N2)=O)C1)F